N-[(2E)-3-[imino(3-methoxyphenyl)oxo-λ6-sulfanyl]prop-2-en-1-yl]-2-oxo-1,2,5,6,7,8-hexahydroquinoline-3-carboxamide N=S(/C=C/CNC(=O)C=1C(NC=2CCCCC2C1)=O)(=O)C1=CC(=CC=C1)OC